tert-butyl 2-[1-(2,6-dioxo-3-piperidinyl)-4-fluoro-3-methyl-2-oxo-benzimidazol-5-yl]-5,5-difluoro-2,7-diazaspiro[3.5]nonane-7-carboxylate O=C1NC(CCC1N1C(N(C2=C1C=CC(=C2F)N2CC1(C2)C(CN(CC1)C(=O)OC(C)(C)C)(F)F)C)=O)=O